4-(3-Methyl-1H-pyrazolo[4,3-b]pyridin-5-yl)-7-oxa-4-azaspiro[2.5]octane CC1=NNC=2C1=NC(=CC2)N2C1(CC1)COCC2